C=CC1=CC=C(C=C1)S(=O)(=O)Cl p-styrenesulfonyl chloride